[F-].[Pr+3].C1(=CC=C(C=C1)/C=C/C1=CC=C(C=C1)C1=CC=CC=2C3=CC=CC=C3NC12)/C=C/C1=CC=C(C=C1)C1=CC=CC=2C3=CC=CC=C3NC12.[F-].[F-] 9'-(1,4-phenylenebis((1E)-2,1-ethenediyl-4,1-phenylene))bis-9H-carbazole Praseodymium fluoride